5-(4-((1-isopropyl-1H-pyrazol-4-yl)ethynyl)phenoxy)-1H-1,2,3-triazole-4-carboxylic acid C(C)(C)N1N=CC(=C1)C#CC1=CC=C(OC2=C(N=NN2)C(=O)O)C=C1